ClC1=CC(=C(C(=O)OC)C=C1Cl)NC(N[C@@H](C)C=1N(N=CN1)C1=NC=CC=N1)=O methyl 4,5-dichloro-2-[[(1S)-1-(2-pyrimidin-2-yl-1,2,4-triazol-3-yl)ethyl]carbamoylamino]benzoate